FC=1C=CC=2N(C3=CC=C(C=C3C2C1)F)CC1(OC1)C 3,6-difluoro-9-((2-methyloxiran-2-yl)methyl)-9H-carbazole